FC=1C(=NC=CC1)NN (3-fluoropyridin-2-yl)hydrazine